tributyl-(trimethylsilicon) tin [Sn].C(CCC)C([Si](C)C)(CCCC)CCCC